CC1=C(NC2=CC=CC=C12)C1=CN=CC(=N1)C(=O)NC1CCNCC1 6-(3-methyl-1H-indol-2-yl)-N-(piperidin-4-yl)pyrazine-2-carboxamide